monohydrogen-sulfuric acid S(O)(O)(=O)=O